2-fluoro-1-(3-((3-(3-(4-fluorophenyl)azetidin-1-yl)pyrazin-2-yl)amino)azetidin-1-yl)prop-2-en-1-one manganese-cerium [Ce].[Mn].FC(C(=O)N1CC(C1)NC1=NC=CN=C1N1CC(C1)C1=CC=C(C=C1)F)=C